(1s,4s)-4-(4-amino-1-oxoisoindolin-2-yl)-N-(3-methoxy-4-methylphenyl)cyclohexanecarboxamide NC1=C2CN(C(C2=CC=C1)=O)C1CCC(CC1)C(=O)NC1=CC(=C(C=C1)C)OC